(R)-N'-((3-cyclopropyl-2-(trifluoromethyl)-6,7-dihydro-5H-cyclopenta[b]pyridin-4-yl)carbamoyl)-1-(difluoromethyl)-4-fluoro-1H-pyrazole-3-sulfonimidamide C1(CC1)C=1C(=C2C(=NC1C(F)(F)F)CCC2)NC(=O)N=[S@](=O)(N)C2=NN(C=C2F)C(F)F